FC([C@@H](C)NC(=O)C=1C=NN2C1C=C(C=C2)C2=CNC=1N=C(N=CC12)NCCC(F)(F)F)(F)F (R)-N-(1,1,1-trifluoropropan-2-yl)-5-(2-((3,3,3-trifluoropropyl)amino)-7H-pyrrolo[2,3-d]pyrimidin-5-yl)pyrazolo[1,5-a]pyridine-3-carboxamide